ClC1=CC=C(C=C1)C=1C(=NC(=NC1CC)N)N 5-(4-chlorophenyl)-6-ethyl-pyrimidine-2,4-diamine